Cl(=O)(=O)(=O)O.C(C)N1CN(C=C1)C 1-ethyl-3-methyl-imidazole perchlorate